N(=C=O)C1=NC=C(C=C1)N=C=O 2,5-diisocyanatopyridine